azo dicarbonate C1(=O)ON=NOC(O1)=O